COC1=C(C=C(C=C1)C1CCC(C(C1)NC=O)(C)C)OCCCOC N-(5-(4-methoxy-3-(3-methoxypropoxy)phenyl)-2,2-dimethylcyclohexyl)formamide